OC1=CC=C(C=C2C(N(C(S2)=NN=C2C(NC3=CC=C(C=C23)Cl)=O)C2=CC=C(C=C2)C(C)(C)C)=O)C=C1 3-(2-(5-(4-hydroxybenzylidene)-3-(4-tert-butylphenyl)-4-oxothiazolidin-2-ylidene)hydrazono)-5-chloroindol-2-one